tert-butyl 4-(4-(3-hydroxypiperidin-1-yl)phenyl)piperazine-1-carboxylate OC1CN(CCC1)C1=CC=C(C=C1)N1CCN(CC1)C(=O)OC(C)(C)C